1-[4-(azetidin-3-yl)-2-(4-fluoro-3,5-dimethylphenyl)pyrazol-3-yl]-3-{4-[diethyl-(oxo)-λ5-phosphanyl]-3-(methylamino)phenyl}-2,3-dihydro-1H-imidazol-2-one TFA salt OC(=O)C(F)(F)F.N1CC(C1)C1=C(N(N=C1)C1=CC(=C(C(=C1)C)F)C)N1C(N(C=C1)C1=CC(=C(C=C1)P(=O)(CC)CC)NC)=O